1-({[(1R)-1-(4-Chlorophenyl)-2-[(1R)-1-(5-chloropyridin-2-yl)ethyl]-7-fluoro-5-(2-hydroxypropan-2-yl)-3-oxo-2,3-dihydro-1H-isoindol-1-yl]oxyoxy}methyl)cyclopropan-1-carboxamid ClC1=CC=C(C=C1)[C@@]1(N(C(C2=CC(=CC(=C12)F)C(C)(C)O)=O)[C@H](C)C1=NC=C(C=C1)Cl)OOCC1(CC1)C(=O)N